FC=1C=C(C=CC1)[C@H](CNC(CC1CCC(CC1)S(=O)(=O)NC)(C)C)O 4-(2-(((R)-2-(3-Fluorophenyl)-2-hydroxyethyl)amino)-2-methylpropyl)-N-methylcyclohexane-1-sulfonamide